4-bromo-3-(difluoromethoxy)-5-(oxetan-3-yl-sulfonyl)-1-trityl-indazole BrC1=C2C(=NN(C2=CC=C1S(=O)(=O)C1COC1)C(C1=CC=CC=C1)(C1=CC=CC=C1)C1=CC=CC=C1)OC(F)F